C(#N)C=1C=NC(=NC1)NC1CCC(CC1)OC1=C2C=C(C=NC2=CC(=N1)N1CCOCC1)N(S(=O)(=O)C)CC=1N(C(=NC1)[N+](=O)[O-])C N-[5-[4-[(5-Cyanopyrimidin-2-yl)amino]cyclohexoxy]-7-morpholino-1,6-naphthyridin-3-yl]-N-[(3-methyl-2-nitro-imidazol-4-yl)methyl]methanesulfonamide